3-(3-(3-fluoro-4-methyl-5-(5-methylpyrazolo[1,5-a]pyridine-3-carboxamido)phenyl)-1,2,4-oxadiazol-5-yl)azetidine-1-carboxylic acid methyl ester COC(=O)N1CC(C1)C1=NC(=NO1)C1=CC(=C(C(=C1)NC(=O)C=1C=NN2C1C=C(C=C2)C)C)F